COC=1C=C2C(C(COC2=CC1C1=CSC=C1)(C)C)NC(O[C@@H]1CN2CCC1CC2)=O (S)-quinuclidin-3-yl (6-methoxy-3,3-dimethyl-7-(thiophen-3-yl)chroman-4-yl)carbamate